methyl 2-fluoro-4-nitro-3-{[(2S)-oxetan-2-ylmethyl]amino}benzoate FC1=C(C(=O)OC)C=CC(=C1NC[C@H]1OCC1)[N+](=O)[O-]